trans-3-(((1-Ethylcyclobutyl)methyl)amino)-5-(4-hydroxycyclohexyl)-8-(morpholinomethyl)pyrimido[4,5-c]isoquinolin-6(5H)-one C(C)C1(CCC1)CNC=1N=CC2=C(N(C(C=3C=C(C=CC23)CN2CCOCC2)=O)[C@@H]2CC[C@H](CC2)O)N1